N-(3-carbamoylphenyl)-1-ethyl-2-(2,2,2-trifluoro-1-hydroxy-1-phenylethyl)-1H-benzo[d]imidazole-6-carboxamide C(N)(=O)C=1C=C(C=CC1)NC(=O)C=1C=CC2=C(N(C(=N2)C(C(F)(F)F)(C2=CC=CC=C2)O)CC)C1